8-methyl-3,8-diazabicyclo(3.2.1)octane CN1C2CNCC1CC2